6-fluoro-2,4-dimethoxyquinazoline FC=1C=C2C(=NC(=NC2=CC1)OC)OC